C(#N)C1=CC=C(CN2CCN(CC2)C(CCC2=C(C=C(C=C2)O)O)=O)C=C1 1-(4-(4-cyanobenzyl)piperazinyl)-3-(2,4-dihydroxyphenyl)-1-propanone